C(C)(C)(C)C1C(CC12CC(N(CC2)C(=O)OC(C)(C)C2=CC=C(C=C2)[C@H]2CC1(CC(C1)(F)F)CCN2)C2=CC=C(C=C2)C(C)(C)O)(F)F |r| (RS)-2-(4-(2,2-difluoro-7-azaspiro[3.5]nonan-6-yl)phenyl)propan-2-ol tert-Butyl-2,2-difluoro-6-(4-(2-hydroxypropan-2-yl)phenyl)-7-azaspiro[3.5]nonane-7-carboxylate